2,3-diisopropylbutane-1,4-diyl bis(pyrrolidine-1-carboxylate) N1(CCCC1)C(=O)OCC(C(COC(=O)N1CCCC1)C(C)C)C(C)C